ClC1=C(CN2CCC(CC2)C2=CC=C3C(N(NC3=C2)C2C(NC(CC2)=O)=O)=O)C=CC=C1 3-(6-(1-(2-chlorobenzyl)piperidin-4-yl)-3-oxo-1,3-dihydro-2H-indazol-2-yl)piperidine-2,6-dione